C1(CC1)C1=C(C(=C2C(=N1)CCC2)NC(=O)N=[S@@](=O)(N)C=2SC(=CC2F)C(C)(C)O)C |o1:16| (S) or (R)-N'-((2-cyclopropyl-3-methyl-6,7-dihydro-5H-cyclopenta[b]pyridin-4-yl)carbamoyl)-3-fluoro-5-(2-hydroxypropan-2-yl)thiophene-2-sulfonimidamide